(S*)-(6-fluoro-10,11-dihydrodibenzo[b,f]oxepin-10-yl)-N-methylmethanamine FC1=CC=CC=2[C@H](CC3=C(OC21)C=CC=C3)CNC |o1:6|